FC1=CC2=C(C(CC3(CC3)O2)(O)CS(=O)(=O)NC(OC(C)(C)C)=O)C=C1 tert-butyl N-({7-fluoro-4-hydroxy-3,4-dihydrospiro[1-benzopyran-2,1'-cyclopropan]-4-yl}methanesulfonyl)carbamate